FC=1C=C(CCN(C=2SC3=C(N2)C=C(C=C3)F)CC3=CC=C(C=C3)C#CC(=O)O)C=CC1OC 3-(4-(((3-fluoro-4-methoxyphenethyl)(5-fluorobenzo[d]thiazol-2-yl)-amino)methyl)phenyl)propiolic acid